benzyl 3-((tert-butoxycarbonyl) amino)-3-ethynylpiperidine-1-carboxylate C(C)(C)(C)OC(=O)NC1(CN(CCC1)C(=O)OCC1=CC=CC=C1)C#C